CC(C[C@@H](C(N[C@@H](C[C@H]1C(NCC1)=O)C(COC(F)(F)F)=O)=O)NC(=O)C1COCC1)C N-((S)-4-methyl-1-oxo-1-(((S)-3-oxo-1-((S)-2-oxopyrrolidin-3-yl)-4-(trifluoromethoxy)butan-2-yl)amino)pentan-2-yl)tetrahydrofuran-3-carboxamide